(S)-6'-bromo-6-chloro-8-(difluoromethoxy)-5'-fluoro-3',4'-dihydro-2'H,3H-spiro[imidazo[1,2-a]pyridine-2,1'-naphthalene] BrC=1C(=C2CCC[C@@]3(C2=CC1)N=C1N(C=C(C=C1OC(F)F)Cl)C3)F